tert-butyl N-[(1S,3R)-3-[[6-chloro-4-(pyridine-2-amido)pyridin-3-yl]amino]cyclohexyl]carbamate ClC1=CC(=C(C=N1)N[C@H]1C[C@H](CCC1)NC(OC(C)(C)C)=O)NC(=O)C1=NC=CC=C1